CN1C(=CC=C1C)C1=NC(=CC(=N1)O)O 2-(1,5-dimethyl-1H-pyrrol-2-yl)pyrimidine-4,6-diol